NC(CCN(C(CCl)=O)NC(=O)[C@H](CC(C)C)NC(=O)C=1N=C(OC1)C)=O N-[(1S)-1-[[(3-Amino-3-oxo-propyl)-(2-chloroacetyl)amino]carbamoyl]-3-methyl-butyl]-2-methyl-oxazole-4-carboxamide